C1(CC1)C1=C(C(=NO1)C1=C(C=CC=C1Cl)Cl)C=1COC2(C1)CCN(CC2)C=2SC1=C(N2)C(=CC(=C1)C(=O)O)F 2-(3-(5-cyclopropyl-3-(2,6-dichlorophenyl)isoxazol-4-yl)-1-oxa-8-azaspiro[4.5]dec-3-en-8-yl)-4-fluorobenzo[d]thiazole-6-carboxylic acid